5-chloro-4-(cyclopentylmethoxy)-2-fluoro-N-((3-(piperidin-4-yloxy)azetidin-1-yl)sulfonyl)benzamide ClC=1C(=CC(=C(C(=O)NS(=O)(=O)N2CC(C2)OC2CCNCC2)C1)F)OCC1CCCC1